N-{5-[2-Chloro-5-(hydroxymethyl)phenyl]-1H-indazol-3-yl}-1-methylpiperidine-4-carboxamide p-toluensulfonate CC1=CC=C(C=C1)S(=O)(=O)O.ClC1=C(C=C(C=C1)CO)C=1C=C2C(=NNC2=CC1)NC(=O)C1CCN(CC1)C